1,2,4,6,7-pentathiaheptane SSCSCSS